ClC=1C(=CC(=NC1C1=CC=C(C=C1)F)C(CNC(=O)C=1C=C2C=C(C=NC2=C(C1)OC1CC1)C)(O)C1CC1)C(C)(C)O (-)-N-{2-[5-chloro-6-(4-fluorophenyl)-4-(2-hydroxypropan-2-yl)pyridin-2-yl]-2-cyclopropyl-2-hydroxyEthyl}-8-(cyclopropyloxy)-3-methylquinoline-6-carboxamide